C(C)C=1C(=CC=C2C=C(C=C(C12)C1=C(C=C2C(=NC(=NC2=C1F)OC[C@]12CCCN2C[C@@H](C1)F)N1CCOC[C@](C1)(O)C)F)O)F (S)-4-((S)-7-(8-ethyl-7-fluoro-3-hydroxynaphthalen-1-yl)-6,8-difluoro-2-(((2R,7aS)-2-fluorohexahydro-1H-pyrrolizin-7a-yl)methoxy)quinazolin-4-yl)-6-methyl-1,4-oxazepan-6-ol